N2-(6-aminospiro[3.3]heptan-2-yl)-N6-ethylnaphthalene-2,6-diamine NC1CC2(CC(C2)NC2=CC3=CC=C(C=C3C=C2)NCC)C1